methyl-2-(2-hydroxy-6-methoxy-4-((3,4,5-trihydroxy-6-(hydroxy-methyl) tetra-hydro-2H-pyran-2-yl) oxy) phenyl)-4-methoxybenzoate COC(C1=C(C=C(C=C1)OC)C1=C(C=C(C=C1OC)OC1OC(C(C(C1O)O)O)CO)O)=O